ClC=1C(=CC2=C(C(N3[C@@H](CO2)C[C@@H](C3)O)=O)C1OCC1CC1)C (2S,11aR)-7-chloro-6-(cyclopropylmethoxy)-2-hydroxy-8-methyl-2,3,11,11a-tetrahydro-1H,5H-benzo[f]pyrrolo[2,1-c][1,4]oxazepin-5-one